dioctadecyl glutamate N[C@@H](CCC(=O)OCCCCCCCCCCCCCCCCCC)C(=O)OCCCCCCCCCCCCCCCCCC